2-[(8aS)-6-chloro-8,8a,9,10,11,12-hexahydropyrazino[2',1':3,4][1,4]oxazepino[5,6,7-de]quinazolin-5-yl]-3-hydroxy-benzonitrile TFA salt OC(=O)C(F)(F)F.ClC1=C2C3=C(N=CN=C3C=C1C1=C(C#N)C=CC=C1O)N1[C@H](CO2)CNCC1